C(C1=CC=CC=C1)C=1N(C=2C(=C3CC[C@@H](N(C3=CC2)C(=O)OC)C)N1)CCN1CCNCC1 methyl (S)-2-benzyl-7-methyl-3-(2-(piperazin-1-yl)ethyl)-3,7,8,9-tetrahydro-6H-imidazo[4,5-f]quinoline-6-carboxylate